N1(N=CC=C1)C1=CC=C(C2=C1N=CS2)C2=CC=C(N=N2)OC2CC1CCC(C2)N1C(=O)OC(C)(C)C tert-butyl (exo)-3-({6-[4-(pyrazol-1-yl)-1,3-benzothiazol-7-yl]pyridazin-3-yl}oxy)-8-azabicyclo[3.2.1]octane-8-carboxylate